5-(BENZYLOXY)-2-FLUOROPHENYLBORONIC ACID C(C1=CC=CC=C1)OC=1C=CC(=C(C1)B(O)O)F